(R)-4-(N-((5-cyclohexylpyrazin-2-yl)methyl)-1-((2,3,5,6-tetrafluorophenyl)sulfonyl)azetidine-2-carboxamido)-2-hydroxybenzoic acid C1(CCCCC1)C=1N=CC(=NC1)CN(C(=O)[C@@H]1N(CC1)S(=O)(=O)C1=C(C(=CC(=C1F)F)F)F)C1=CC(=C(C(=O)O)C=C1)O